4-[2-(2-amino-1-hydroxyethyl)-1,3-thiazol-4-yl]-3-(2-methyl-6-morpholin-4-ylpyrimidin-4-yl)oxybenzonitrile NCC(O)C=1SC=C(N1)C1=C(C=C(C#N)C=C1)OC1=NC(=NC(=C1)N1CCOCC1)C